Methyl (S)-3-((1R,3R)-1-(3-(2-((tert-butyldimethylsilyl)oxy)ethoxy)-6-fluoro-2-methylphenyl)-3-methyl-1,3,4,9-tetrahydro-2H-pyrido[3,4-b]indol-2-yl)-2-methylpropanoate [Si](C)(C)(C(C)(C)C)OCCOC=1C(=C(C(=CC1)F)[C@H]1N([C@@H](CC2=C1NC1=CC=CC=C21)C)C[C@@H](C(=O)OC)C)C